Trans-rac-3-Amino-1-(2-methylcyclopropyl)pyridin-2(1H)-one hydrochloride Cl.NC=1C(N(C=CC1)[C@H]1[C@@H](C1)C)=O |r|